(tert-butyl 2-methyl-4-hydroxyphenyl) carbamate C(N)(OC1=C(C(=C(C=C1)O)C(C)(C)C)C)=O